[I-].OCC[N+]1=C(C(C2=CC(=CC=C12)C(=O)O)(C)C)C N-hydroxyethyl-2,3,3-trimethyl-5-carboxyindolium iodide salt